2-[(4-Cyanopyridin-3-yl)sulfanyl]isonicotinic acid C(#N)C1=C(C=NC=C1)SC=1C=C(C(=O)O)C=CN1